2,4-bis(2-hydroxy-4-butyloxyphenyl)-6-(2,4-bis-butyloxyphenyl)-1,3,5-triazine OC1=C(C=CC(=C1)OCCCC)C1=NC(=NC(=N1)C1=C(C=C(C=C1)OCCCC)O)C1=C(C=C(C=C1)OCCCC)OCCCC